C1(CC1)N1C(C(=CC=C1)NC(=O)C1=CC2=CN(N=C2C=C1OC)C1CCC(CC1)CCN1CCN(CC1)C1=CC(=C(C=C1)C1C(NC(CC1)=O)=O)C)=O N-(1-Cyclopropyl-2-oxo-1,2-dihydropyridin-3-yl)-2-((1r,4r)-4-(2-(4-(4-(2,6-dioxopiperidin-3-yl)-3-methylphenyl)piperazin-1-yl)ethyl)cyclohexyl)-6-methoxy-2H-indazole-5-carboxamide